ClCCOP(OCCCl)(OCCCl)=O phosphoric acid tris(2-chloroethyl) ester